ClC(CCCC(=O)N[C@@H]1CC(CN(C1)C(=O)OC(C)(C)C)(F)F)C tert-butyl (5R)-5-[(5-chlorohexanoyl) amino]-3,3-difluoropiperidine-1-carboxylate